(S)-(6-fluoro-3-(2-((1-hydroxy-prop-2-yl)amino)-5-(trifluoromethyl)pyrimidin-4-yl)-1H-indol-7-yl)dimethylphosphine oxide FC1=CC=C2C(=CNC2=C1P(C)(C)=O)C1=NC(=NC=C1C(F)(F)F)N[C@H](CO)C